3-((1H-pyrrolo[2,3-b]pyridin-4-yl)oxy)-4-methyl-N-(3-(4-methyl-1H-imidazol-1-yl)-5-(trifluoromethyl)phenyl)benzamide N1C=CC=2C1=NC=CC2OC=2C=C(C(=O)NC1=CC(=CC(=C1)C(F)(F)F)N1C=NC(=C1)C)C=CC2C